[Cl-].C(CCCCC)OC=1C(=NSN1)C1=CCC[N+](C1)(C)COC(CCCCCCCCCCCCC)=O.OC=1C=C(C=CC1O)CC(=O)N 3,4-dihydroxyphenyl-acetamide [5-(4-hexyloxy-1,2,5-thiadiazol-3-yl)-1-methyl-3,6-dihydro-2H-pyridin-1-ium-1-yl]methyl-tetradecanoate chloride